methyl (S)-2-((5-(6-((4-chloro-2-fluorobenzyl)oxy)pyridin-2-yl)-5,6-dihydropyrrolo[3,4-c]pyrazol-2(4H)-yl)methyl)-1-(oxetan-2-ylmethyl)-1H-benzo[d]imidazole-6-carboxylate ClC1=CC(=C(COC2=CC=CC(=N2)N2CC3=NN(C=C3C2)CC2=NC3=C(N2C[C@H]2OCC2)C=C(C=C3)C(=O)OC)C=C1)F